tert-butyl N-[2-chloro-7-(4-methoxyphenyl)thieno[3,2-d]pyrimidin-4-yl]-N-(2-furylmethyl)carbamate ClC=1N=C(C2=C(N1)C(=CS2)C2=CC=C(C=C2)OC)N(C(OC(C)(C)C)=O)CC=2OC=CC2